methyl (2S)-5,5-dimethyl-2-{5-methyl-2-[trans-4-(trifluoromethyl)cyclohexyl]pyrazolo[1,5-a]pyrimidin-7-yl}morpholine-4-carboxylate CC1(CO[C@@H](CN1C(=O)OC)C1=CC(=NC=2N1N=C(C2)[C@@H]2CC[C@H](CC2)C(F)(F)F)C)C